(E,2R)-1-methoxy-4-methylsulfonyl-but-3-en-2-amine COC[C@@H](\C=C\S(=O)(=O)C)N